5-N-acetyl-α-neuraminic acid C(C)(=O)N[C@@H]1[C@H](C[C@@](C(O)=O)(O)O[C@H]1[C@H](O)[C@H](O)CO)O